BrC=1C=C(C2=C(N(C(N2C)=O)C=2SC(=NN2)C(F)F)C1)Cl 6-bromo-4-chloro-1-[5-(difluoromethyl)-1,3,4-thiadiazol-2-yl]-3-methyl-benzimidazol-2-one